FC(OC1=CC=C(C=C1)C1=NC=C(C(=N1)C)C(=O)OCC)F ethyl 2-[4-(difluoromethoxy) phenyl]-4-methyl-pyrimidine-5-carboxylate